N(=C=O)CCCCCC[Si](OC)(OC)OC 6-isocyanatohexyl-trimethoxysilane